COC1=CC=C(C=N1)C(F)(F)F 6-methoxy-3-(trifluoromethyl)pyridin